2-(4-pyridylmethylamino)-acetic acid N1=CC=C(C=C1)CNCC(=O)O